NC=1N=NNC1 aminotri-azole